C(C)(C)(C)C1=C(C(=CC=C1)C1=CC=CC=C1)NC1=C(C=CC=C1)[N+](=O)[O-] (tert-butyl)-N-(2-nitrophenyl)-[1,1'-biphenyl]-2-amine